COC(=O)C=1C(N(C2=NC(=CC=C2C1N)Br)C1=C2C=CN=C(C2=CC=C1)C)=O 4-Amino-1-(1-methylisoquinolin-5-yl)-7-bromo-2-oxo-1,2-dihydro-1,8-naphthyridine-3-carboxylic acid methyl ester